6-(6-fluoro-2-(((3S,4R)-3-fluoro-1-(oxetan-3-yl)piperidin-4-yl)amino)-4-methoxypyrrolo[2,1-f][1,2,4]triazin-5-yl)-N-methylimidazo[1,2-a]pyrimidine-3-carboxamide FC=1C(=C2C(=NC(=NN2C1)N[C@H]1[C@H](CN(CC1)C1COC1)F)OC)C=1C=NC=2N(C1)C(=CN2)C(=O)NC